C(#N)C=1C(=C(C=CC1)C(C)NC1=NN=C(C2=CC(=C(C=C12)OC)C(=O)[O-])C)C 1-((1-(3-cyano-2-methylphenyl)ethyl)amino)-7-methoxy-4-methylphthalazine-6-carboxylate